N1(N=CC=C1)CC=1C=CC(=C(C(=O)NS(=O)(=O)C2=C(C=CC(=C2)C(C)(C)C)OC)C1)OC 5-((1H-pyrazol-1-yl)methyl)-N-((5-(tert-butyl)-2-methoxyphenyl)sulfonyl)-2-methoxybenzamide